(S)-1-allyl-6-((4-((2-hydroxy-1-phenylethyl)amino)-5-(3-(quinuclidin-4-yl)-1,2,4-oxadiazol-5-yl)pyrimidin-2-yl)amino)-2-methyl-1,2-dihydro-3H-pyrazolo[3,4-b]pyridin-3-one C(C=C)N1N(C(C=2C1=NC(=CC2)NC2=NC=C(C(=N2)N[C@H](CO)C2=CC=CC=C2)C2=NC(=NO2)C21CCN(CC2)CC1)=O)C